CC1=NC(=CC(=N1)NC1=NC=C(C(=O)NOCC)C(=C1)NC1=C(C(=CC=C1)C=1C=NC(=CC1)F)OC)C 6-((2,6-dimethylpyrimidin-4-yl)amino)-N-ethoxy-4-((3-(6-fluoropyridin-3-yl)-2-methoxyphenyl)amino)nicotinamide